OCC(C)(C)NC(CN(C=1C2=C(N=C(N1)C=1N=CN(C1)C)CCC2)C)=O N-(1-hydroxy-2-methylpropan-2-yl)-2-{methyl[2-(1-methyl-1H-imidazol-4-yl)-5H,6H,7H-cyclopenta[d]pyrimidin-4-yl]amino}acetamide